1-[2-(4,4-dimethyl-1-piperidinyl)-6-methyl-4-oxo-chromen-8-yl]Ethylene CC1(CCN(CC1)C=1OC2=C(C=C(C=C2C(C1)=O)C)C=C)C